COC1=CC=C(CN(S(=O)(=O)C2CC2)C2=CC(=NC=C2)C2(COCC2)C(=O)N)C=C1 3-(4-(N-(4-methoxybenzyl)cyclopropanesulfonamido)pyridin-2-yl)tetrahydrofuran-3-carboxamide